O1COC2=C1C=CC(=C2)C2NC=1C=C3C(=CC1C=1CC(CC(C21)=O)(C)C)C=CC=C3 5-(benzo[d][1,3]dioxol-5-yl)-2,2-dimethyl-2,3,5,6-tetrahydrobenzo[b]phenanthridin-4(1H)-one